C1(CC1)C1=NC=NC(=C1C1=NC=C2C=CC(N(C2=C1F)CC1=CC=C(C=C1)C=1N(C=C(N1)C(F)(F)F)C(C)C)=O)OC 7-(4-cyclopropyl-6-methoxypyrimidin-5-yl)-8-fluoro-1-({4-[1-isopropyl-4-(trifluoromethyl)imidazol-2-yl]phenyl}methyl)-1,6-naphthyridin-2-one